BrC1=C(C=C)C=CC=C1Br 2,3-dibromostyrene